CC(C(=O)C=1SC=C(C1)C)(C)N1CCOCC1 2-methyl-2-morpholinyl-1-(4-methylthiophenyl)propan-1-one